tert-butyl (3-((3-(1-((8-(5-(1,3-dioxolan-2-yl)pentyl)-6-morpholino-7-oxo-7,8-dihydro-1,8-naphthyridin-4-yl)amino)ethyl)benzyl)oxy)propyl)(methyl)carbamate O1C(OCC1)CCCCCN1C(C(=CC=2C(=CC=NC12)NC(C)C=1C=C(COCCCN(C(OC(C)(C)C)=O)C)C=CC1)N1CCOCC1)=O